OC1CC(C1)(C)NC1=NC(=CC(=C1)C=1C=C(C=CC1C)NC(=O)N1C[C@@H](CC1)CC(F)(F)F)N1CCOCC1 (S)-N-(3-(2-(((1S,3R)-3-hydroxy-1-methylcyclobutyl)amino)-6-morpholinopyridin-4-yl)-4-methylphenyl)-3-(2,2,2-trifluoroethyl)pyrrolidine-1-carboxamide